3-bromo-5-((4-methoxybenzyl)oxy)pyridine BrC=1C=NC=C(C1)OCC1=CC=C(C=C1)OC